tert-butyl 3-(5-(1-((2-(methoxycarbonyl) phenyl) amino) ethyl)-2,7-dimethyl-1-oxo-1,2-dihydroisoquinolin-3-yl)-2,5-dihydro-1H-pyrrole-1-carboxylate COC(=O)C1=C(C=CC=C1)NC(C)C1=C2C=C(N(C(C2=CC(=C1)C)=O)C)C=1CN(CC1)C(=O)OC(C)(C)C